C(CCCCCCCCC)N(CCCCCCCCCC)C(C(=O)[O-])CC (didecylamino)butanoate